NC=1C=C(OCC2CN(CC2)C(=O)[O-])C=C(C1)Cl 3-((3-amino-5-chlorophenoxy)methyl)pyrrolidine-1-carboxylate